NC=1SC=C(N1)/C(/C(=O)NC1CCC(CC1)NC1=CC(=NC2=CC=C(C=C12)Cl)C(F)(F)F)=C/CC (2Z)-2-(2-amino-1,3-thiazol-4-yl)-N-[(1s,4s)-4-{[6-chloro-2-(trifluoromethyl)quinolin-4-yl]amino}cyclohexyl]pent-2-enamide